C(CCC)OC(=O)CCCCCCCCCCOC=1C2=CC=CC=C2C(=C2C=CC=CC12)OCCCCCCCCCCC(=O)OCCCC 9,10-bis(n-butoxycarbonyldecyloxy)anthracene